2-(1-indenyl)-4-tert-butyl-6-tritylphenoxytitanium dichloride [Cl-].[Cl-].C1(C=CC2=CC=CC=C12)C1=C(O[Ti+2])C(=CC(=C1)C(C)(C)C)C(C1=CC=CC=C1)(C1=CC=CC=C1)C1=CC=CC=C1